(R)-3,5-dibromo-N-(4-((1-hydroxypropan-2-yl)oxy)-1-methyl-1H-pyrazol-5-yl)-4-methoxyBenzamide BrC=1C=C(C(=O)NC2=C(C=NN2C)O[C@@H](CO)C)C=C(C1OC)Br